Cl.NC=1C(=NC(=CN1)C=1C=NN(C1)C1CCNCC1)C(=O)O[C@@H](C(=O)NC1=CC(=CC=C1)F)C1=CC=CC=C1 (R)-2-((3-fluorophenyl)amino)-2-oxo-1-phenylethyl 3-amino-6-(1-(piperidin-4-yl)-1H-pyrazol-4-yl)pyrazine-2-carboxylate hydrochloride